3-((2-aminopyridin-4-yl)methoxy)-5-(2-methyl-5-(trifluoromethyl)-1,2,3,4-tetrahydroisoquinolin-7-yl)pyrazin-2-amine NC1=NC=CC(=C1)COC=1C(=NC=C(N1)C1=CC(=C2CCN(CC2=C1)C)C(F)(F)F)N